sodium beta-naphthalenesulfonate C1=C(C=CC2=CC=CC=C12)S(=O)(=O)[O-].[Na+]